1-(6-(t-butoxy)hexyl)-N-(t-butyl)-1-(4-(4-(t-butyl)phenyl)-2-isopropyl-1H-inden-1-yl)-1-methylsilaneamine C(C)(C)(C)OCCCCCC[Si](NC(C)(C)C)(C)C1C(=CC2=C(C=CC=C12)C1=CC=C(C=C1)C(C)(C)C)C(C)C